Br.CN(C)C(C)Br N,N-dimethylaminobromoethane hydrobromide